FC(C=1C(=C(C=CC1)[C@@H](C)NC=1C2=C(N=C(N1)C)N=CC(=C2)O)F)F (R)-4-((1-(3-(difluoromethyl)-2-fluorophenyl)ethyl)amino)-2-methylpyrido[2,3-d]Pyrimidine-6-ol